ClC1=C(C=C(N)C=C1)C#CC(C)(S(=O)(=O)C)C 4-Chloro-3-(3-methyl-3-(methylsulfonyl)but-1-yn-1-yl)aniline